methanol CO